C(CCCCCC)C1N2C(OCC2(CO1)CO)CCCCCCC 1-Aza-3,7-dioxa-2,8-diheptyl-5-hydroxymethyl-bicyclo[3.3.0]octan